(1E)-2-benzyloxy-6-(2-tetrahydropyran-4-ylethynyl)benzaldehyde oxime C(C1=CC=CC=C1)OC1=C(C=NO)C(=CC=C1)C#CC1CCOCC1